4-{2-[2-(7-ethylquinoline-8-sulfonamido)phenyl]ethynyl}isoquinoline-1-carboxylic acid C(C)C1=CC=C2C=CC=NC2=C1S(=O)(=O)NC1=C(C=CC=C1)C#CC1=CN=C(C2=CC=CC=C12)C(=O)O